Allyl n-pentylmalonate C(CCCC)C(C(=O)OCC=C)C(=O)[O-]